ClC1=C(C=C2C(=N1)NN=C2C2=CC(=CC=C2)C(C2=NN=CN2C)C2CCC2)C(F)(F)F 6-chloro-3-(3-(cyclobutyl(4-methyl-4H-1,2,4-triazol-3-yl)methyl)phenyl)-5-(trifluoromethyl)-1H-pyrazolo[3,4-b]pyridine